C(C)N(C(=O)C1=C(SC=C1)CC1=C(C=C(C=C1)F)OCCOC)CC N,N-diethyl-2-[[4-fluoro-2-(2-methoxyethoxy)phenyl]methyl]thiophene-3-carboxamide